decanoyl sarcosinate N(C)CC(=O)OC(CCCCCCCCC)=O